tert-butyl 8-((1r,4r)-4-(difluoromethyl) cyclohexyl)-6,9-dioxo-5-(4-(trifluoromethyl) benzyl)-2,5,8-triazaspiro[3.5]nonane-2-carboxylate FC(C1CCC(CC1)N1CC(N(C2(CN(C2)C(=O)OC(C)(C)C)C1=O)CC1=CC=C(C=C1)C(F)(F)F)=O)F